(S)-N-(1-(6,7-difluoro-1-oxo-1,2-dihydroisoquinolin-4-yl)ethyl)-N,1-dimethyl-1H-indole-2-carboxamide FC=1C=C2C(=CNC(C2=CC1F)=O)[C@H](C)N(C(=O)C=1N(C2=CC=CC=C2C1)C)C